IC=1C(=NC=CC1)CN1C=NC(=C1)C#N 1-[(3-iodopyridin-2-yl)methyl]-1H-imidazole-4-carbonitrile